(7-(ethylamino)-4-((1-(2-methyl-3-(trifluoromethyl)phenyl)ethyl)amino)quinazolin-6-yl)dimethylphosphine C(C)NC1=C(C=C2C(=NC=NC2=C1)NC(C)C1=C(C(=CC=C1)C(F)(F)F)C)P(C)C